The molecule is a monohydroxyanthraquinone that is 9,10-anthraquinone substituted by a hydroxy group at position 2 and a hydroxymethyl group at position 3. It has been isolated from the roots of Rubia yunnanensis. It has a role as an antineoplastic agent and a plant metabolite. It is a primary alcohol and a monohydroxyanthraquinone. C1=CC=C2C(=C1)C(=O)C3=C(C2=O)C=C(C(=C3)CO)O